CC1=C(C=C(C=C1)C)P(C1=C(C=CC(=C1)C)C)=O bis(2,5-dimethylphenyl)phosphine oxide